CN1C(N(C(C(=C1)C#N)=O)C)=O 1,3-dimethyl-2,4-dioxo-1,2,3,4-tetrahydropyrimidine-5-carbonitrile